tert-Butyl 2-((4-(1-([1,1'-biphenyl]-4-yl)-2-oxo-1,2-dihydro-3H-imidazo[4,5-b]pyridin-3-yl)-4-methylpiperidin-1-yl)methyl)-1-methyl-1H-imidazole-5-carboxylate C1(=CC=C(C=C1)N1C(N(C2=NC=CC=C21)C2(CCN(CC2)CC=2N(C(=CN2)C(=O)OC(C)(C)C)C)C)=O)C2=CC=CC=C2